NC1=C2C(N(C(C2=CC=C1)=O)[C@@H]1C(NC(CC1)=O)=O)=O (S)-4-amino-2-(2,6-dioxopiperidin-3-yl)isoindoline-1,3-dione